C1(=CC=CC=C1)[C@@H]1[C@H](C12C(C1=CC=CC=C1C2=O)=O)C(=O)C=2SC=CC2 (2S,3R)-2-phenyl-3-(thiophene-2-carbonyl)spiro[cyclopropane-1,2'-indene]-1',3'-dione